CC1=CC=C(C=C1)C=1C=C(SC1)C(=NN)C1=CC(=C(C(=C1)OC)OC)OC (4-(4-methylphenyl)thiophen-2-yl)(3,4,5-trimethoxyphenyl)methanone hydrazone